[N+](=O)([O-])C1=CC(=C(C=C1)O)C(F)(F)F 4-nitro-2-(trifluoromethyl)phenol